ClC1=C(C=CC=C1C=1N=C(C(=NC1)C=O)OC)C1=C(C(=CC=C1)B1OC(C(O1)(C)C)(C)C)Cl (2,2'-dichloro-3'-(4,4,5,5-tetramethyl-1,3,2-dioxaborolan-2-yl)-[1,1'-biphenyl]-3-yl)-3-methoxypyrazine-2-carbaldehyde